Bis((1R,3R)-3-(tert-butyl)cyclobutyl) 2,2'-((((((R)-1-(6-amino-9H-purin-9-yl)propan-2-yl)oxy)methyl)phosphoryl)bis(azanediyl))bis(2-methylpropanoate) NC1=C2N=CN(C2=NC=N1)C[C@@H](C)OCP(=O)(NC(C(=O)OC1CC(C1)C(C)(C)C)(C)C)NC(C(=O)OC1CC(C1)C(C)(C)C)(C)C